(3-oxa-8-azabicyclo[3.2.1]octan-8-yl)(4-(7-(2-(2-hydroxypropan-2-yl)pyridin-4-yl)furo[3,2-b]pyridin-2-yl)phenyl)methanone C12COCC(CC1)N2C(=O)C2=CC=C(C=C2)C2=CC1=NC=CC(=C1O2)C2=CC(=NC=C2)C(C)(C)O